[Br-].C(=C)N1CN(C=C1)CCCCCCCCCCCCCC 1-vinyl-3-tetradecyl-imidazole bromide salt